FC(C(=O)O)(F)F.[Si](C1=CC=CC=C1)(C1=CC=CC=C1)(C(C)(C)C)OCCNCCOC1=NC(=CC=2N=C(NC(C21)=O)SC)Cl 5-(2-((2-((tert-butyldiphenylsilyl)oxy)ethyl)amino)ethoxy)-7-chloro-2-(methylthio)pyrido[4,3-d]pyrimidin-4(3H)-one trifluoroacetate